di(2-norbornyl)phosphine sulfide C12C(CC(CC1)C2)P(C2C1CCC(C2)C1)=S